CC=1C=C2C(C(NC2=CC1)=O)=NN=C1SCC(N1C1=CC=C(C=C1)CCCC)=O 5-methyl-3-(2-(3-(4-n-butylphenyl)-4-oxothiazolidine-2-ylidene)hydrazono)indol-2-one